(4-iodophenyl)(4-(4-iodophenyl)-[1,2,3]triazolo[1,5-a]quinoxalin-3-yl)methanone IC1=CC=C(C=C1)C(=O)C=1N=NN2C1C(=NC1=CC=CC=C21)C2=CC=C(C=C2)I